nonyl isostearate C(CCCCCCCCCCCCCCC(C)C)(=O)OCCCCCCCCC